ClC1=C(C(=O)[NH-])C=C(C(=C1Cl)Cl)Cl 2,3,4,5-tetrachlorobenzoyl-amide